2-ethyl-1,3-dimethyl-benzene C(C)C1=C(C=CC=C1C)C